C[C@H]1N([C@H](OC1=O)C1=CC=CC=C1)C(=O)OCC1=CC=CC=C1 benzyl (2R,4R)-4-methyl-5-oxo-2-phenyl-oxazolidine-3-carboxylate